N-(2-{[dimethyl(oxo)-λ6-sulfanylidene]amino}ethyl)-6-methyl-4-[(1-methylcyclopropyl)amino]furo[2,3-d]pyrimidine-5-carboxamide CS(=O)(C)=NCCNC(=O)C1=C(OC=2N=CN=C(C21)NC2(CC2)C)C